ClC1=CC=C(C=N1)C=1C=2N(C=C(C1)OCC(C)(C)O)N=CC2C#N 4-(6-chloropyridin-3-yl)-6-(2-hydroxy-2-methylpropyloxy)pyrazolo[1,5-a]pyridine-3-carbonitrile